BrC1=CC=C(CSC2=NC3=C(N2)C=CC=C3)C=C1 2-((4-bromobenzyl)thio)-1H-benzo[d]imidazole